CC1CN=C(CC1)C1=CN=CS1 5-(3-methyl-2,3,4,5-tetrahydropyridin-6-yl)Thiazole